dihydroxyanthracendione OC1=C(C(C(C2=CC3=CC=CC=C3C=C12)=O)=O)O